COC=1C=C(C=CC1OC)[C@@H](C)NC(\C=C\C1=CNC2=NC=C(C=C21)C2=CC(=C(C=C2)F)S(=O)(=O)C)=O (R,E)-N-(1-(3,4-dimethoxyphenyl)ethyl)-3-(5-(4-fluoro-3-(methylsulfonyl)phenyl)-1H-pyrrolo[2,3-b]pyridin-3-yl)acrylamide